2,3-dihydro-1H-isoindole-5-carboxylic acid [3-methyl-4-(1,2,3,6-tetrahydro-pyridin-4-yl)-phenyl]-amide CC=1C=C(C=CC1C=1CCNCC1)NC(=O)C=1C=C2CNCC2=CC1